(S)-1-(1H-Benzo[d]imidazol-5-yl)-5-(4-(4,4-difluorocyclohexyl)phenyl)imidazolidin-2-on N1C=NC2=C1C=CC(=C2)N2C(NC[C@@H]2C2=CC=C(C=C2)C2CCC(CC2)(F)F)=O